CC=1NC2=CC(=CC=C2C1C)C(C#N)(C1=C(C=CC=C1)C)C1=CC=C(C=C1)O 2-(2,3-Dimethyl-1H-indol-6-yl)-2-(4-hydroxyphenyl)-2-(o-tolyl)acetonitrile